FC1=C(C(=CC=C1)OC)N1N=C2C(=CC1=O)NN=C2C=2C=NC(=NC2)N2CCN(CC2)C 5-(2-fluoro-6-methoxyphenyl)-3-(2-(4-methylpiperazin-1-yl)pyrimidin-5-yl)-1H-pyrazolo[4,3-c]pyridazin-6(5H)-one